(Z)-Non-2-Enal C(\C=C/CCCCCC)=O